N-((1r,3r)-3-(3-chloro-4-cyanophenoxy)-2,2,4,4-tetramethylcyclobutyl)-6-(4-((2-(2,6-dioxopiperidin-3-yl)-7-fluoro-1,3-dioxoisoindolin-5-yl)methyl)piperazin-1-yl)nicotinamide ClC=1C=C(OC2C(C(C2(C)C)NC(C2=CN=C(C=C2)N2CCN(CC2)CC=2C=C3C(N(C(C3=C(C2)F)=O)C2C(NC(CC2)=O)=O)=O)=O)(C)C)C=CC1C#N